ClC1=CC=C(OCC2=CC=C(OC3CN(C3)C=3C(=C(C(=O)O)C=CC3)N3C=CC=C3)C=C2)C=C1 3-(3-(4-((4-chlorophenoxy)methyl)phenoxy)azetidin-1-yl)-2-(1H-pyrrol-1-yl)benzoic acid